BrC1=CC(=CC=2C=COC21)NC(=O)[C@H]2N(CCC2)CC(=O)OCC (S)-ethyl 2-(2-((7-bromobenzofuran-5-yl)carbamoyl)pyrrolidin-1-yl)acetate